(R)-1-methoxypropan-2-amine hydrochloride Cl.COC[C@@H](C)N